CN1C=NC(=C1)C1(C(=O)N)CC=CC=C1 1-(methyl-1H-imidazol-4-yl)benzamide